1-cyclopropyl-4-oxo-1,2,3,4-tetrahydro-1,6-naphthyridine-3-carbaldehyde C1(CC1)N1CC(C(C2=CN=CC=C12)=O)C=O